[N+](=O)(OCCCN1CC(C1)NS(=O)(=O)C1=CC(=C(C=C1)OCC)C1=NN2C(C(N1)=O)=C(N=C2CCC)C)[O-] 3-(3-((4-ethoxy-3-(5-methyl-4-oxo-7-propyl-3,4-dihydroimidazo[5,1-f][1,2,4]triazin-2-yl)phenyl)sulfonamido)azetidin-1-yl)propyl nitrate